5-fluoro-2-isopropyl-1-methyl-pyrrolo[2,3-b]pyridine-6-carboxylic acid FC=1C=C2C(=NC1C(=O)O)N(C(=C2)C(C)C)C